N-(5-chloro-6-(2H-1,2,3-triazol-2-yl)pyridin-3-yl)-1-(6-fluoropyridin-3-yl)-5-(trifluoromethyl)1H-pyrazole-4-carboxamide ClC=1C=C(C=NC1N1N=CC=N1)NC(=O)C=1C=NN(C1C(F)(F)F)C=1C=NC(=CC1)F